CS(=O)(=O)/C=C/[C@@H](C)N1C(C=NC=C1)C(=O)N 1-((R,E)-4-(methylsulfonyl)but-3-en-2-yl)pyrazine-2-carboxamide